(2S,3R)-2-eicosanoylaminooctadecane-1,3-diol C(CCCCCCCCCCCCCCCCCCC)(=O)N[C@@H](CO)[C@@H](CCCCCCCCCCCCCCC)O